2-(((6-bromoquinolin-7-yl)methyl)amino)ethan-1-ol BrC=1C=C2C=CC=NC2=CC1CNCCO